C(C)(C)(C)OC(NC1(CCC1)CNC(C1=CC=C(C=C1)C1=NC(=CN=C1)C=1C=NC=C(C1)F)=O)=O tert-butyl(1-((4-(6-(5-fluoropyridin-3-yl)pyrazin-2-yl)benzamido)methyl)cyclobutyl)carbamate